CC1(COC=2C(=NC(=CC2)C=2C(=CC(=NC2)NC(C)=O)NC2=NC(=CC(=C2)N2CCOCC2)S(=O)(=O)C)O1)C N-(5-(3,3-dimethyl-2,3-dihydro-[1,4]dioxino[2,3-b]pyridin-6-yl)-4-((6-(methylsulfonyl)-4-morpholinopyridin-2-yl)amino)pyridin-2-yl)acetamide